NCC(=O)N1CCC(CC1)C(C1=CC(=NC(=C1)Cl)N1CCN(CC1)S(=O)(=O)C1=CC2=C(N3[C@H](CO2)[C@@H](OC3=O)CO)C=C1)(F)F (3R,3aR)-7-[4-[4-[[1-(2-aminoacetyl)-4-piperidyl]-difluoro-methyl]-6-chloro-2-pyridyl]piperazin-1-yl]sulfonyl-3-(hydroxymethyl)-3a,4-dihydro-3H-oxazolo[4,3-c][1,4]benzoxazin-1-one